(1S,3R)-1-(5-(((S)-1-(3-fluoropropyl)pyrrolidin-3-yl)oxy)pyridin-2-yl)-3-methyl-2-(2,2,2-trifluoroethyl)-1,2,3,4-tetrahydroisoquinolin-6-ol FCCCN1C[C@H](CC1)OC=1C=CC(=NC1)[C@H]1N([C@@H](CC2=CC(=CC=C12)O)C)CC(F)(F)F